O[C@@H]1[C@H](O)[C@@H](O)[C@@H](O)[C@H](O1)CO α-D-Galactopyranose